Cl.COC(=O)C=1C=2C=CC=NC2C(=CC1)CNN 8-(Hydrazinylmethyl)quinoline-5-carboxylic acid methyl ester HCl salt